acryloyloxy-p-chloroxylenol C(C=C)(=O)OC=1C(C(C=CC1Cl)(C)O)C